C(C)(=O)[O-].C(C)(=O)[Ce+2].C(C)(=O)[O-] acetyl-cerium acetate